6-(3-(1H-imidazol-1-yl)propyl)-2,3-dimethoxy-6,6a-dihydro-5H-[1,3]dioxolo[4',5':5,6]indeno[1,2-c]isoquinoline-5,12(12AH)-dione N1(C=NC=C1)CCCN1C(C2=CC(=C(C=C2C2C1C=1C=C3C(=CC1C2=O)OCO3)OC)OC)=O